4-amino-3-[6-(2,4-dichlorophenyl)pyridine-3-ylazo]naphthalene NC1=C(C=CC2=CC=CC=C12)N=NC=1C=NC(=CC1)C1=C(C=C(C=C1)Cl)Cl